OCCCNC([O-])=O (3-hydroxypropyl)carbamate